N-(6-aminohexyl)propylamide NCCCCCC[N-]CCC